CC/C=C\\C/C=C\\C/C=C\\C/C=C\\C/C=C\\C/C=C\\CCCCCCCC/C=C/C(=O)SCCNC(=O)CCNC(=O)[C@@H](C(C)(C)COP(=O)(O)OP(=O)(O)OC[C@@H]1[C@H]([C@H]([C@@H](O1)N2C=NC3=C(N=CN=C32)N)O)OP(=O)(O)O)O The molecule is an unsaturated fatty acyl-CoA that results from the formal condensation of the thiol group of coenzyme A with the carboxy group of (2E,12Z,15Z,18Z,21Z,24Z,27Z)-triacontaheptaenoic acid. It is an unsaturated fatty acyl-CoA and an ultra-long-chain fatty acyl-CoA. It is a conjugate acid of a (2E,12Z,15Z,18Z,21Z,24Z,27Z)-triacontaheptaenoyl-CoA(4-).